CC=1N(C(=CC1)C)NC(C1=NC(=CC=C1)O)=O N-(2,5-dimethylpyrrol-1-yl)-6-hydroxypicolinamide